N1-(3-chloro-2-fluorobenzyl)-N1-cyclobutylethane-1,2-diamine dihydrochloride Cl.Cl.ClC=1C(=C(CN(CCN)C2CCC2)C=CC1)F